FC1=CC=CC=2COCCN(CC=3C(=CC=C(C4=NNC5=CN=C(C12)C=C45)C3)N3CCN(CC3)C)C(CO)=O 1-[17-fluoro-5-(4-methylpiperazin-1-yl)-11-oxa-8,20,23,24-tetraazapentacyclo[17.5.2.12,6.013,18.022,25]heptacosa-1(24),2,4,6(27),13(18),14,16,19,21,25-decaen-8-yl]-2-hydroxyethan-1-one